N-[6-(3-methylphenyl)-2H,3H,4H-pyrido[3,2-b][1,4]oxazin-8-yl]pyridin-4-amine CC=1C=C(C=CC1)C=1C=C(C=2OCCNC2N1)NC1=CC=NC=C1